(methylbenzofuropyridineyl)pyridine CC=1C(=NC2=C(C1)OC1=C2C=CC=C1)C1=NC=CC=C1